(E)-10,12-Hexadecadien-1-ol C(CCCCCCCC\C=C\C=CCCC)O